(1R,2R)-2-((R)-5H-imidazolo[5,1-a]isoindol-5-yl)-7-(methylsulfonyl)-1,2,3,4-tetrahydronaphthalen-1-ol C=1N=CN2C1C1=CC=CC=C1[C@H]2[C@@H]2[C@H](C1=CC(=CC=C1CC2)S(=O)(=O)C)O